C(C)(C)OCCNC1=NN2C(C=N1)=C(C=C2)C=2C=C1N=CC=NC1=CC2 N-(2-isopropoxyethyl)-5-(quinoxalin-6-yl)pyrrolo[2,1-f][1,2,4]triazin-2-amine